C(CC(C)C)NC([O-])=O i-pentyl-carbamat